Cl.Cl.N1=CNCC2=CC=CC=C12 3,4-dihydroquinazoline dihydrochloride